4-(pyrimidin-2-ylmethyl)-7-(4-(trifluoromethoxy)phenyl)-3,4-dihydrobenzo[f][1,4]oxazepin-5(2H)-one N1=C(N=CC=C1)CN1CCOC2=C(C1=O)C=C(C=C2)C2=CC=C(C=C2)OC(F)(F)F